CN(C1=CC=C(C=N1)C1=CC=C(CN2C=CC3=CC(=CC=C23)N2N=C(C=C2C)C(=O)N)C=C1)C 1-(1-(4-(6-(dimethylamino)pyridin-3-yl)benzyl)-1H-indol-5-yl)-5-methyl-1H-pyrazole-3-carboxamide